ethylphenoxyacrylate C(C)C=C(C(=O)[O-])OC1=CC=CC=C1